6-(4-isobutyrylpiperidin-2-yl)-3,4-dihydroquinolin-2(1H)-one C(C(C)C)(=O)C1CC(NCC1)C=1C=C2CCC(NC2=CC1)=O